mono-sec-butoxytitanium tris(ethylacetoacetate) C(C)CC(CC(=O)[O-])=O.C(C)CC(CC(=O)[O-])=O.C(C)CC(CC(=O)[O-])=O.C(C)(CC)O[Ti+3]